ClC=1C(=C(C=C(C1OCCCO)C)C=1C(CCNN1)C)F 6-[3-chloro-2-fluoro-4-(3-hydroxypropoxy)-5-methylphenyl]-5-methyl-4,5-dihydro-2H-pyridazine